trimethoxyxanthone COC=1C(=C(C=2C(C3=CC=CC=C3OC2C1)=O)OC)OC